3-(2-aminopyridin-3-yl)propanoic acid NC1=NC=CC=C1CCC(=O)O